(1S,2R,3S)-N-(6-(5-chloro-7-(dimethylamino)-6-fluoro-1H-indazol-4-yl)imidazo[1,2-a]pyrazin-2-yl)-2-methyl-3-(1-methyl-1H-pyrazol-4-yl)cyclopropane-1-carboxamide ClC=1C(=C2C=NNC2=C(C1F)N(C)C)C=1N=CC=2N(C1)C=C(N2)NC(=O)[C@H]2[C@@H]([C@@H]2C=2C=NN(C2)C)C